CC(C)(C1=CC=C(C(C=O)=C1)O)C1=CC=C(C(C=O)=C1)O 5,5'-(1,1-dimethyl)methylenedisalicylaldehyde